(4-bromobenzyl)-N-tosylglycine BrC1=CC=C(CN(CC(=O)O)S(=O)(=O)C2=CC=C(C)C=C2)C=C1